Tert-butyl (3S,4R)-4-[[1-[1-(2,6-dioxo-3-piperidyl)-3-methyl-2-oxo-benzimidazol-4-yl]azetidin-3-yl]methoxy]-3-fluoro-piperidine-1-carboxylate O=C1NC(CCC1N1C(N(C2=C1C=CC=C2N2CC(C2)CO[C@H]2[C@H](CN(CC2)C(=O)OC(C)(C)C)F)C)=O)=O